2-(bromomethyl)oxazole-5-carboxylic acid ethyl ester C(C)OC(=O)C1=CN=C(O1)CBr